ClC1=C(C#N)C=C(C=C1)N1N=NN=C1CN(CCC)C1CCCCC1 2-chloro-5-(5-((cyclohexyl-(propyl)amino)methyl)-1H-tetrazol-1-yl)benzonitrile